COC=1C(=CC2=C(N=C(N=C2N[C@H](C)C2=C(C(=CC=C2)C(F)(F)F)C)C)N1)C1CCN(CC1)C(C)=O 1-{4-[7-methoxy-2-methyl-4-({(1R)-1-[2-methyl-3-(trifluoromethyl)phenyl]ethyl}amino)pyrido[2,3-d]pyrimidin-6-yl]piperidin-1-yl}ethan-1-one